O[C@]([C@H](/C=C/[C@@H]([C@H](C=O)\C(\C)=C\C=C\C(C)C=1N=NC=CC1)C)OC(=O)N1CCN(CC1)C)(CC[C@@H](CC=O)O)C 4-methylpiperazine-1-carboxylic acid [(2s,3s,4e,6s,7s,10s)-7,10-dihydroxy-3,7-dimethyl-12-oxo-2-[(2e,4e)-6-pyridazin-3-ylhept-2,4-dien-2-yl]-1-oxododec-4-en-6-yl] ester